BrC=1C=C(C=CC1)[C@H](C1=NN=CN1C)C1CCC1 (R)-3-((3-bromophenyl)(cyclobutyl)methyl)-4-methyl-4H-1,2,4-triazole